5-(4-(difluoromethyl)-1-methyl-1H-pyrazol-3-yl)-3-(1-(o-tolyl)cyclopropyl)-1,2,4-oxadiazole FC(C=1C(=NN(C1)C)C1=NC(=NO1)C1(CC1)C1=C(C=CC=C1)C)F